N-(5-((6-((R)-3-(2,5-difluorophenyl)isoxazolidine-2-yl)pyrimidine-4-yl)amino)-2-(4-(dimethylamino)-(1,4'-bipiperidine)-1'-yl)-4-methoxyphenyl)acrylamide phosphorus [P].FC1=C(C=C(C=C1)F)[C@@H]1N(OCC1)C1=CC(=NC=N1)NC=1C(=CC(=C(C1)NC(C=C)=O)N1CCC(CC1)N1CCC(CC1)N(C)C)OC